CCOCCOCCOCCOCCOCCOCCOCCOCCOCCOCCOCCOCCOCCOCCOCCOCCOCCOCCOCCOCCOCCOCCOCCOCCC(=O)O 3,6,9,12,15,18,21,24,27,30,33,36,39,42,45,48,51,54,57,60,63,66,69,72-tetracosaoxapentaheptacontan-75-oic acid